ClC1=NC=C(C(=N1)C1=C2N(N=C1)CC1(C2)CC1)F 3'-(2-chloro-5-fluoropyrimidin-4-yl)-4'H,6'H-spiro[cyclopropane-1,5'-pyrrolo[1,2-b]pyrazole]